[S].[Se].[Sn] tin selenium sulfur